C(CCCCCCCCCCC)OC1=CC=C(COC=2C=C(C(=O)O)C=C(C2OCC2=CC=C(C=C2)OCCCCCCCCCCCC)OCC2=CC=C(C=C2)OCCCCCCCCCCCC)C=C1 3,4,5-tris(p-dodecyloxybenzyloxy)benzoic acid